CC=1SC(=C(N1)C)CC=1C(NC2=CC=CC=C2C1)=O 3-((2,4-dimethylthiazol-5-yl)methyl)quinolin-2(1H)-one